1-[3-(cyclopropyloxy)phenyl]-3,3-dimethyl-N-(3-methyl-1,1-dioxo-thietan-3-yl)-2-oxo-indoline-5-carboxamide C1(CC1)OC=1C=C(C=CC1)N1C(C(C2=CC(=CC=C12)C(=O)NC1(CS(C1)(=O)=O)C)(C)C)=O